3-(3-(1-(2-(2-fluoro-5-((6-fluoro-4-(methylsulfonyl)-1H-indol-5-yl)oxy)phenyl)-1H-imidazol-5-yl)cyclopentyl)phenyl)propanoic acid FC1=C(C=C(C=C1)OC=1C(=C2C=CNC2=CC1F)S(=O)(=O)C)C=1NC(=CN1)C1(CCCC1)C=1C=C(C=CC1)CCC(=O)O